ClC=1C(=NC(=NC1)NC=1C=C(C=NC1)N1C(CCC1)=O)C=1C=C(C=CC1C)C1=CC=CC=C1 1-(5-((5-chloro-4-(4-methyl-[1,1'-biphenyl]-3-yl)pyrimidin-2-yl)amino)pyridin-3-yl)pyrrolidin-2-one